4-epoxycyclohexylethyl 3,4-epoxycyclohexylcarboxylate C1(CC2C(CC1)O2)C(=O)OCCC2CC1C(CC2)O1